carboxymethyl-thiourea C(=O)(O)CNC(=S)N